methyl 6-oxo-6,6a,7,8,9,9a-hexahydro-5H-cyclopenta[c][1,5]naphthyridine-3-carboxylate O=C1NC2=CC(=CN=C2C2C1CCC2)C(=O)OC